CC(C)CCC(C(C)C)=O 2,6-dimethyl-5-heptanal